(R)-2-((tert-butoxycarbonyl)amino)-3-(diethoxyphosphoryl)-propanoic acid C(C)(C)(C)OC(=O)N[C@H](C(=O)O)CP(=O)(OCC)OCC